C(C)C1C=2C=CC=NC2CCC1 5-ethyl-5,6,7,8-tetrahydroquinoline